(1-ethyl-4-(6-methyl-5-nitropyridin-2-yl)-1H-1,2,3-triazol-5-yl)methanol C(C)N1N=NC(=C1CO)C1=NC(=C(C=C1)[N+](=O)[O-])C